C(C)OCCOCCOC(C=C)=O acrylic acid ethoxyethyloxyethyl ester